2-(Acetoxymethyl)-6-(1,3,5,7-tetraoxo-6-((2-(trimethylsilyl)ethoxy)methyl)-3,5,6,7-tetrahydropyrrolo[3,4-f]isoindol-2(1H)-yl)tetrahydro-2H-pyran-3,4,5-triyl triacetate C(C)(=O)OC1C(OC(C(C1OC(C)=O)OC(C)=O)N1C(C2=CC=3C(N(C(C3C=C2C1=O)=O)COCC[Si](C)(C)C)=O)=O)COC(C)=O